C(C)OC1=CC=C(C=C1)CCOCC(C(=O)O)N1CCN(CCN(CCN(CC1)CC(=O)O)CC(=O)O)CC(=O)O 3-[2-(4-ethoxyphenyl)ethoxy]-2-[4,7,10-tris(carboxymethyl)-1,4,7,10-tetraazacyclododec-1-yl]propionic acid